methyl-[[1-(5-bromo-3-pyridinyl)-3-(trifluoromethyl)-4,5,6,7-tetrahydroindazol-7-yl] methyl] piperidine-4-carboxylate N1CCC(CC1)C(=O)OC(C1CCCC=2C(=NN(C12)C=1C=NC=C(C1)Br)C(F)(F)F)C